FC(C1=CC=C(C=N1)/C=C/C(=O)OCC)(F)F ethyl (E)-3-[6-(trifluoromethyl)-3-pyridyl]prop-2-enoate